C(=O)C=1C=C(C=CC1)C=1C=CC=C2C(=NC=NC12)N[C@H](CN1CCN(CC1)S(=O)(=O)C1=C(N=C(S1)NC(OC)=O)C)C methyl N-[5-[4-[(2S)-2-[[8-(3-formylphenyl)quinazolin-4-yl]amino]propyl]piperazin-1-yl]sulfonyl-4-methyl-1,3-thiazol-2-yl]carbamate